(3S,6S,7R)-6-(difluoromethoxy)-12-hydroxy-3-methyl-1,11-dioxo-N-(2,4,6-trifluorobenzyl)-1,6,7,11-tetrahydro-3H-2,7-methanopyrido[1,2-a][1,4]diazonine-10-carboxamide FC(O[C@H]1C=C[C@@H](N2C(C=3N([C@@H]1C2)C=C(C(C3O)=O)C(=O)NCC3=C(C=C(C=C3F)F)F)=O)C)F